CN1N=CC(=C1C)C=1C=C(C=2N(C1)N=CC2C#N)O[C@H](C)C2=NC=C(C=C2)F (R)-6-(1,5-dimethyl-1H-pyrazol-4-yl)-4-(1-(5-fluoropyridin-2-yl)ethoxy)pyrazolo[1,5-a]pyridine-3-carbonitrile